2-Bromo-4-(1,1-difluoroethyl)-5-methylthiazole BrC=1SC(=C(N1)C(C)(F)F)C